[Mg+2].P(=O)(OC1=CC=C(C=C1)[N+](=O)[O-])([O-])[O-] 4-Nitrophenyl phosphate magnesium salt